Tris(4-carboxy-2,5-dihydroxyphenylmethyl)amin C(=O)(O)C1=CC(=C(C=C1O)CN(CC1=C(C=C(C(=C1)O)C(=O)O)O)CC1=C(C=C(C(=C1)O)C(=O)O)O)O